C(C1=CC=CC=C1)OC1=C(C=C(C=C1C)C1=NC2=CC(=CC(=C2C(N1)=O)OCCN(C)C)F)C 2-(4-benzyloxy-3,5-dimethylphenyl)-5-(2-dimethylaminoethoxy)-7-fluoro-3H-quinazolin-4-one